2-([5-(3-Cyclopropoxyphenyl)-1-[2-(2-oxopyrrolidin-1-yl)phenyl]-1H-pyrazol-3-yl]methoxy)-2-methylpropanoic acid C1(CC1)OC=1C=C(C=CC1)C1=CC(=NN1C1=C(C=CC=C1)N1C(CCC1)=O)COC(C(=O)O)(C)C